(R)-6-(2-(3'-chloro-[1,1'-biphenyl]-3-yl)-2-hydroxyacetyl)-2-(1-(4-isopropylthiophen-2-yl)cyclopropyl)-3,5,6,7,8,9-hexahydro-4H-pyrimido[5,4-c]azepin-4-one ClC=1C=C(C=CC1)C1=CC(=CC=C1)[C@H](C(=O)N1CC2=C(CCC1)N=C(NC2=O)C2(CC2)C=2SC=C(C2)C(C)C)O